C(O)C(CC(C(=O)O)(C(=O)O)C(=O)O)(CO)CO trimethylolpropanetricarboxylic acid